O[C@@H](C(=O)O)CNC(=O)C1=NC=C(C=C1O)C=1C=NN(C1)C1=CC=CC=C1 (R)-2-hydroxy-3-(3-hydroxy-5-(1-phenyl-1H-pyrazol-4-yl)pyridinamido)propanoic acid